ClC=1C(=NC(=NC1)NC1CCOCC1)C1=CC=C2CN(C(C2=C1)=O)CC(=O)N[C@H](C)C1=CC=C(C=C1)OC 2-(6-{5-Chloro-2-[(oxan-4-yl)amino]pyrimidin-4-yl}-1-oxo-2,3-dihydro-1H-isoindol-2-yl)-N-[(1R)-1-(4-methoxyphenyl)ethyl]acetamid